1-(4-(1,7-Dimethyl-1H-indazol-3-yl)phenyl)-3-(oxazol-5-ylmethyl)urea CN1N=C(C2=CC=CC(=C12)C)C1=CC=C(C=C1)NC(=O)NCC1=CN=CO1